ClC=1C=CC2=C([C@H](C(CCN2S(=O)(=O)C2=CC=C(C=C2)C)(F)F)O)C1 (5R)-7-chloro-4,4-difluoro-1-(4-methylbenzenesulfonyl)-2,3,4,5-tetrahydro-1H-1-benzazepin-5-ol